(S)-(3-(isobutylamino)pyrrolidin-1-yl)(4-(pyridin-2-ylmethyl)-3,4-dihydroquinoxalin-1(2H)-yl)methanone maleate C(\C=C/C(=O)O)(=O)O.C(C(C)C)N[C@@H]1CN(CC1)C(=O)N1CCN(C2=CC=CC=C12)CC1=NC=CC=C1